N-((S)-1-(2-((S)-(((R)-tert-Butylsulfinyl)amino)(4,4-difluorocyclohexyl)methyl)-1H-benzo[d]imidazol-5-yl)ethyl)-4,4,4-trifluorobutanamide C(C)(C)(C)[S@@](=O)N[C@H](C1=NC2=C(N1)C=CC(=C2)[C@H](C)NC(CCC(F)(F)F)=O)C2CCC(CC2)(F)F